FC(C(=O)O)(F)F.C1(C=CC(N1C(C(=O)NN)CCCC)=O)=O maleimidocaprohydrazide mono(trifluoroacetic acid) salt